OCC1CCN(CC1)C1=CC(=NC(=N1)C=1C=NC=CC1)C1=CC=C(C=C1)CS(=O)(=O)N (4-(6-(4-(hydroxymethyl)piperidin-1-yl)-2-(pyridin-3-yl)pyrimidin-4-yl)phenyl)methanesulfonamide